N-(2-isoxazol-4-yl-4-methoxy-pyrimidin-5-yl)-5-methyl-3-phenyl-isoxazole-4-carboxamide O1N=CC(=C1)C1=NC=C(C(=N1)OC)NC(=O)C=1C(=NOC1C)C1=CC=CC=C1